C(C)(=O)C1=NN(C2=CC=C(C=C12)C=1C=NC(=NC1)C)CC(=O)N1[C@@H](C[C@H](C1)F)C(=O)NC=1C(=C(C=CC1)C1=C(C=CC(=C1)C(N)=O)Cl)F (2S,4R)-1-(2-(3-acetyl-5-(2-methylpyrimidin-5-yl)-1H-indazol-1-yl)acetyl)-N-(5'-carbamoyl-2'-chloro-2-fluoro-[1,1'-biphenyl]-3-yl)-4-fluoropyrrolidine-2-carboxamide